tert-butyl 3-(4-((3,4-dichloro-2-fluorophenyl)amino)-7-(2,2,2-trifluoroethoxy)quinazolin-6-yl)azetidine-1-carboxylate ClC=1C(=C(C=CC1Cl)NC1=NC=NC2=CC(=C(C=C12)C1CN(C1)C(=O)OC(C)(C)C)OCC(F)(F)F)F